6-methoxy-1-methyl-4-[4-(5-methyl-1,3-benzoxazol-2-yl)piperidin-1-yl]-2-oxo-7-{[(3R)-oxolan-3-yl]oxy}-1,2-dihydroquinoline-3-carbonitrile COC=1C=C2C(=C(C(N(C2=CC1O[C@H]1COCC1)C)=O)C#N)N1CCC(CC1)C=1OC2=C(N1)C=C(C=C2)C